4-(3-((R)-3-(2-Azaspiro[3.3]heptan-2-yl)pyrrolidin-1-yl)-5-fluoro-7,9-dihydrofuro[3,4-f]quinazolin-6-yl)-2-amino-7-fluorothieno[3,2-c]pyridine-3-carbonitrile C1N(CC12CCC2)[C@H]2CN(CC2)C2=NC=1C(=C(C3=C(C1C=N2)COC3)C3=NC=C(C2=C3C(=C(S2)N)C#N)F)F